2-(6-(2-(3-methylbenzylidene)hydrazinyl)-2-morpholino-9H-purin-9-yl)-1-(pyrazin-2-yl)ethane-1-on CC=1C=C(C=NNC2=C3N=CN(C3=NC(=N2)N2CCOCC2)CC(=O)C2=NC=CN=C2)C=CC1